3-Ethyl-5-{3-[2-hydroxy-6-methyl-4-(trifluoromethyl)phenyl]-5-methyl-7H-pyrrolo[2,3-c]pyridazin-7-yl}-3-azabicyclo[3.1.1]heptan-1-ol C(C)N1CC2(CC(C1)(C2)N2C=C(C1=C2N=NC(=C1)C1=C(C=C(C=C1C)C(F)(F)F)O)C)O